9-fluorenylmethoxycarbonyl-L-arginine C1=CC=CC=2C3=CC=CC=C3C(C12)COC(=O)N[C@@H](CCCNC(N)=N)C(=O)O